2,2,4-trimethyl-1,3-pentanediol monoisobutyrate benzoate C(C1=CC=CC=C1)(=O)OC(C(COC(C(C)C)=O)(C)C)C(C)C